2-(4-(2,6-dioxopiperidin-3-yl)-3,5-difluorophenoxy)acetic acid O=C1NC(CCC1C1=C(C=C(OCC(=O)O)C=C1F)F)=O